1-{3-cyclopropyl-2-fluoro-5-[(2R)-2-methylmorpholin-4-yl]phenyl}-3-{[1-(propan-2-yl)-1H-pyrazol-4-yl]methyl}pyridin-2(1H)-one C1(CC1)C=1C(=C(C=C(C1)N1C[C@H](OCC1)C)N1C(C(=CC=C1)CC=1C=NN(C1)C(C)C)=O)F